N-(1-(piperidin-4-yl)-1H-pyrazol-4-yl)-3-(quinolin-6-yl)-1H-pyrrolo[2,3-b]pyridine-5-carboxamide N1CCC(CC1)N1N=CC(=C1)NC(=O)C=1C=C2C(=NC1)NC=C2C=2C=C1C=CC=NC1=CC2